3-(4-(4-((4-(6-((6-acetyl-8-cyclopentyl-5-methyl-7-oxo-7,8-dihydropyrido[2,3-d]pyrimidin-2-yl)amino)pyridin-3-yl)piperidin-1-yl)methyl)piperidin-1-yl)phenyl)piperidine-2,6-dione C(C)(=O)C1=C(C2=C(N=C(N=C2)NC2=CC=C(C=N2)C2CCN(CC2)CC2CCN(CC2)C2=CC=C(C=C2)C2C(NC(CC2)=O)=O)N(C1=O)C1CCCC1)C